5-bromo-3,3-difluoro-1-(4-methoxybenzyl)-1,3-dihydrobenzo[c]isothiazole 2,2-dioxide BrC1=CC2=C(N(S(C2(F)F)(=O)=O)CC2=CC=C(C=C2)OC)C=C1